8-bromo-2-chloro-3-ethyl-6-methyl-quinoline-4-carbonyl chloride BrC=1C=C(C=C2C(=C(C(=NC12)Cl)CC)C(=O)Cl)C